N1C=NC(=C1)C1C(NCCC1)C 3-(1H-imidazol-4-yl)-2-methylpiperidine